CN([C@@H](C)C(=O)O)C(\C=C\C1=CC(=C(C=C1)OCC)OC)=O methyl-(E)-(3-(4-ethoxy-3-methoxyphenyl)acryloyl)-L-alanine